2-(4-(8-oxo-1,7-naphthyridin-7(8H)-yl)-5-(3-(trifluoromethyl)phenyl)oxazol-2-yl)benzo[d]oxazole-5-carbonitrile O=C1N(C=CC=2C=CC=NC12)C=1N=C(OC1C1=CC(=CC=C1)C(F)(F)F)C=1OC2=C(N1)C=C(C=C2)C#N